N[C@@H](C(C)C)C(=O)[C@](O)(C[N+](C)(C)C)CC([O-])=O valyl-L-carnitine